ClC1=C2CN(C(C2=CC=C1N1CCC(CC1)CC1CCN(CC1)C(=O)OC(C)(C)C)=O)[C@@H]1C(NC(CC1)=O)=O Tert-butyl (S)-4-((1-(4-chloro-2-(2,6-dioxopiperidin-3-yl)-1-oxoisoindolin-5-yl)piperidin-4-yl)methyl)piperidine-1-carboxylate